5-benzyl-2-fluorobenzonitrile C(C1=CC=CC=C1)C=1C=CC(=C(C#N)C1)F